C(N)(=O)C=1C=CC(=C(C1)NS(=O)(=O)C=1C=C(C(=O)O)C=CC1CC)C1=NC=CC=C1 3-(N-(5-carbamoyl-2-(pyridin-2-yl)phenyl)sulfamoyl)-4-ethylbenzoic Acid